propyl-m-dioxane C(CC)C1OCCCO1